ClC=1C=C(C=CC1Cl)N1CC(CC1)C=1C(=C(C(=O)O)C(=CC1)C(F)(F)F)F 3-(1-(3,4-Dichlorophenyl)pyrrolidin-3-yl)-2-fluoro-6-(trifluoromethyl)benzoic acid